5-[1-(1,2-Benzothiazol-7-yl)ethoxy]-7-[5-methyl-1-(4-piperidyl)triazol-4-yl]imidazo[1,2-a]pyridine-3-carbonitrile S1N=CC2=C1C(=CC=C2)C(C)OC2=CC(=CC=1N2C(=CN1)C#N)C=1N=NN(C1C)C1CCNCC1